C(C)(C)(C)C1=C(C(=CC(=C1)NC1=NC(=NC(=N1)SCCCCCCCC)SCCCCCCCC)C(C)(C)C)O 2,6-ditertiary butyl-4-(4,6-bis(octylthio)-1,3,5-triazine-2-ylamino)phenol